Dibromosuccinic acid C(C(=O)O)C(C(=O)O)(Br)Br